3,6-dibromophthalimide BrC1=C2C(C(=O)NC2=O)=C(C=C1)Br